1-(quinolin-4-yl)-5-(trifluoromethyl)-1H-pyrazole-4-carboxylic acid N1=CC=C(C2=CC=CC=C12)N1N=CC(=C1C(F)(F)F)C(=O)O